nickel-europium-neodymium-nickel [Ni].[Nd].[Eu].[Ni]